3-(fluoromethoxy)-4-{[3-(4-{[(1S,4S)-4-[bis(2-methoxyethyl)amino]cyclohexyl]amino}-1-(2,2,2-trifluoroethyl)-1H-indol-2-yl)prop-2-yn-1-yl]amino}benzene-1-sulfonamide FCOC=1C=C(C=CC1NCC#CC=1N(C2=CC=CC(=C2C1)NC1CCC(CC1)N(CCOC)CCOC)CC(F)(F)F)S(=O)(=O)N